NC1=NC(=C2N=CN(C2=N1)CC(=O)NC1=NNC(=C1)C=1C=NC(=CC1)C(F)(F)F)NC1=CC=C(C=C1)N 2-(2-amino-6-((4-aminophenyl)amino)-9H-purin-9-yl)-N-(5-(6-(trifluoromethyl)pyridin-3-yl)-1H-pyrazol-3-yl)acetamide